trimethyl phosphite, lithium salt [Li].P(OC)(OC)OC